(R)-N-(1-(8-((2-fluoro-3-methyl-4-((1-methyl-1H-benzo[d][1,2,3]triazol-5-yl)oxy)phenyl)amino)pyrimido[5,4-d]pyrimidin-2-yl)azepan-3-yl)acrylamide FC1=C(C=CC(=C1C)OC1=CC2=C(N(N=N2)C)C=C1)NC1=NC=NC2=C1N=C(N=C2)N2C[C@@H](CCCC2)NC(C=C)=O